methyl 4-(difluoromethoxy)-5-iodopicolinate FC(OC1=CC(=NC=C1I)C(=O)OC)F